CC([C@@H](C(=O)N1[C@@H](C[C@H](C1)O)C(=O)N[C@@H](C)C1=CC=C(C=C1)C1=C(C=CC=C1)F)N1C(C2=CC=CC(=C2C1)N1CCNCC1)=O)(C)C (2S,4R)-1-((S)-3,3-dimethyl-2-(1-oxo-4-(piperazin-1-yl)isoindoline-2-yl)butyryl)-N-((S)-1-(2'-fluoro-[1,1'-biphenyl]-4-yl)ethyl)-4-hydroxypyrrolidine-2-carboxamide